1-(3-hydroxy-5-methoxy-1-(4-methoxyphenyl)-2-(4-(methylsulfonyl)phenyl)-1H-indol-4-yl)-2-(4-(methylsulfonyl)phenyl)ethane-1,2-dione OC1=C(N(C2=CC=C(C(=C12)C(C(=O)C1=CC=C(C=C1)S(=O)(=O)C)=O)OC)C1=CC=C(C=C1)OC)C1=CC=C(C=C1)S(=O)(=O)C